1-[3-[(1S,3R)-3-[[4-(oxetan-3-yloxy)-5-(trifluoromethyl)pyrimidin-2-yl]amino]cyclohexyl]-6,8-dihydro-5H-[1,2,4]triazolo[4,3-a]pyrazin-7-yl]pent-2-yn-1-one O1CC(C1)OC1=NC(=NC=C1C(F)(F)F)N[C@H]1C[C@H](CCC1)C1=NN=C2N1CCN(C2)C(C#CCC)=O